CC(C)C(C(CC)CC)C 2,3-dimethyl-4-ethylhexane